OCCN(C1=CC=C(C=C1)/C=C/C(=O)C1=CC=C(C=C1)NC(C1=CC=C(C=C1)C)=O)C N-[4-[(E)-3-[4-[2-Hydroxyethyl(methyl)amino]phenyl]prop-2-enoyl]phenyl]-4-methylbenzamide